Cl.Cl.C[C@@H]1CN(C[C@H](N1)C)CCOC1=C(C=C(C=C1)N1C(N(C(C1(C)C)=O)C1=CC(=C(C#N)C=C1)C(F)(F)F)=S)CC 4-(3-(4-(2-((3R,5r)-3,5-dimethylpiperazin-1-yl)ethoxy)-3-ethylphenyl)-4,4-dimethyl-5-oxo-2-thioxoimidazolidin-1-yl)-2-(trifluoromethyl)benzonitrile dihydrochloride